C1(=CCCC1)C=1C=C(C=CC1)B1OC(C(O1)(C)C)(C)C 2-[3-(cyclopenten-1-yl)phenyl]-4,4,5,5-tetramethyl-1,3,2-dioxaborolane